4-(4-(6-(3-Fluorobenzyl)-2,6-diazaspiro[3.3]heptane-2-carbonyl)-3,4-dihydro-2H-pyrido[4,3-b][1,4]oxazin-8-yl)benzonitrile FC=1C=C(CN2CC3(CN(C3)C(=O)N3C4=C(OCC3)C(=CN=C4)C4=CC=C(C#N)C=C4)C2)C=CC1